ClC1=CC(=C(C=C1)C(CCCC)O)C1=NN=NN1C 1-(4-Chloro-2-(1-methyl-1H-tetrazol-5-yl)phenyl)pentan-1-ol